C(C)(C)(C)N1C(C2=CC=CC=C2C1=O)=O tert-butyl-isoindoline-1,3-dione